(S)-1-(5-((3-methylpiperazin-1-yl)methyl)pyrazolo[1,5-a]pyridin-3-yl)pyrimidine-2,4(1H,3H)-dione C[C@H]1CN(CCN1)CC1=CC=2N(C=C1)N=CC2N2C(NC(C=C2)=O)=O